(3-hydroxycyclobutyl)piperazine-1-carboxylic acid tert-butyl ester C(C)(C)(C)OC(=O)N1C(CNCC1)C1CC(C1)O